N-{2-[3-({[(5-chloro-1H-indol-2-yl)methyl]carbamoyl}(methyl)amino)piperidin-1-yl]-2-oxoethyl}-2,2,2-trifluoroacetamide ClC=1C=C2C=C(NC2=CC1)CNC(=O)N(C1CN(CCC1)C(CNC(C(F)(F)F)=O)=O)C